4-((2-(4-(2-aminopropan-2-yl)piperidin-1-yl)pyrido[2,3-b]pyrazin-6-yl)thio)-3-chloropyridin-2-amine NC(C)(C)C1CCN(CC1)C=1N=C2C(=NC1)N=C(C=C2)SC2=C(C(=NC=C2)N)Cl